Natrium salicylate C(C=1C(O)=CC=CC1)(=O)[O-].[Na+]